ethyl 1-(tert-butyl)-5-(hydroxymethyl)-3-methyl-1H-pyrazole-4-carboxylate C(C)(C)(C)N1N=C(C(=C1CO)C(=O)OCC)C